hexa(4-aminophenoxy)cyclotriphosphazene NC1=CC=C(OP2(=NP(=NP(=N2)(OC2=CC=C(C=C2)N)OC2=CC=C(C=C2)N)(OC2=CC=C(C=C2)N)OC2=CC=C(C=C2)N)OC2=CC=C(C=C2)N)C=C1